6-[5-[(2S)-2-[(tert-butoxycarbonyl)amino]-4-carbamoylbutoxy]-2-fluorophenyl]hex-5-ynoic acid C(C)(C)(C)OC(=O)N[C@H](COC=1C=CC(=C(C1)C#CCCCC(=O)O)F)CCC(N)=O